n-tetracosyl hexacosyl ether C(CCCCCCCCCCCCCCCCCCCCCCCCC)OCCCCCCCCCCCCCCCCCCCCCCCC